(S)-N-((S)-1,1-dioxidotetrahydrothiophen-3-yl)-N-(furan-2-ylmethyl)-1-tosylpyrrolidine-2-carboxamide O=S1(C[C@H](CC1)N(C(=O)[C@H]1N(CCC1)S(=O)(=O)C1=CC=C(C)C=C1)CC=1OC=CC1)=O